N,N-dimethyl-1H-benzo[d]imidazole-4-carboxamide CN(C(=O)C1=CC=CC=2NC=NC21)C